(rac)-((1s,3s)-3-Hydroxy-3-methylcyclobutyl)(6-(1-methyl-1H-indazol-4-yl)-2-azaspiro[3.4]octan-2-yl)methanone OC1(CC(C1)C(=O)N1CC2(C1)C[C@@H](CC2)C2=C1C=NN(C1=CC=C2)C)C |r|